FC1=C(C=C(C=C1)C(C)=O)COC1=NC(=CC=C1)C1CCNCC1 1-(4-fluoro-3-(((6-(piperidin-4-yl)-pyridin-2-yl)oxy)methyl)phenyl)ethan-1-one